N[C@H]1CN(CC[C@@H]1OC=1N=NC(=CC1)C)C1=CC=C(C=N1)C=1C=2N(C=C(C1)OCC)N=CC2C#N 4-(6-((3S,4S)-3-amino-4-((6-methylpyridazin-3-yl)oxy)piperidin-1-yl)pyridin-3-yl)-6-ethoxypyrazolo[1,5-a]pyridine-3-carbonitrile